ClC=1C=C2C(=CC(NC2=CC1)=O)C1=CC=CC=C1 6-chloro-2-oxo-4-phenyl-1H-quinolin